4-((2S,4R)-4-(4-cyano-1H-pyrazol-1-yl)-1-((5-methoxy-7-methyl-1H-indol-4-yl)methyl)piperidin-2-yl)benzoic acid C(#N)C=1C=NN(C1)[C@H]1C[C@H](N(CC1)CC1=C2C=CNC2=C(C=C1OC)C)C1=CC=C(C(=O)O)C=C1